BrC1=C(C)C(=CC(=C1)C(C)(C)C)Br 2,6-dibromo-4-tert-butyltoluene